6-Methoxy-1-methyl-2-(6-trifluoromethoxy-benzothiazol-2-ylamino)-1H-benzoimidazole-5-carboxylic acid methyl ester COC(=O)C1=CC2=C(N(C(=N2)NC=2SC3=C(N2)C=CC(=C3)OC(F)(F)F)C)C=C1OC